4,6-dibromo-2,1,3-benzothiadiazole BrC1=CC(=CC2=NSN=C21)Br